O=C(COC1=CC=C2C=CC(=CC2=C1)CCC(=O)OC)NC1=C(C(=CC(=C1C)C)C)C Methyl 3-(7-(2-oxo-2-((2,3,5,6-tetramethylphenyl)amino)ethoxy)naphthalen-2-yl)propanoate